N-((S)-2-((4-((2S,3R)-3-amino-4-(4-(difluoromethylene)piperidin-1-yl)-4-oxobutan-2-yl)-2-fluorophenyl)amino)-1-cycloheptyl-2-oxoethyl)-1-ethyl-1H-pyrazole-5-carboxamide N[C@H]([C@@H](C)C1=CC(=C(C=C1)NC([C@H](C1CCCCCC1)NC(=O)C1=CC=NN1CC)=O)F)C(=O)N1CCC(CC1)=C(F)F